theophylline-lactic acid N1(CCC(C(=O)O)O)C(=O)N(C)C=2N=CNC2C1=O